ClC1=C(C=C(C=C1)OC(F)F)B1OC(C(O1)(C)C)(C)C 2-(2-chloro-5-(difluoromethoxy)phenyl)-4,4,5,5-tetramethyl-1,3,2-dioxaborolane